5-chloro-2,4-bis(4-(trifluoromethoxy)phenoxy)benzoic acid ClC=1C(=CC(=C(C(=O)O)C1)OC1=CC=C(C=C1)OC(F)(F)F)OC1=CC=C(C=C1)OC(F)(F)F